O=C1NC(CCC1N1C(C2=CC=CC(=C2C1=O)CCCCO)=O)=O 2-(2,6-dioxopiperidin-3-yl)-4-(4-hydroxybutyl)isoindoline-1,3-dione